C(C(=C)C)(=O)OCCO[SiH3] (2-methacryloyloxyethoxy)silane